(S)-4-((1-methoxyprop-2-yl)oxy)-2-(thiazol-5-yl)quinolin-6-amine COC[C@H](C)OC1=CC(=NC2=CC=C(C=C12)N)C1=CN=CS1